Cl.Cl.N1(CCC=2C1=NC=CC2)C(CN2C[C@H](NCC2)C)=O 1-(2,3-Dihydro-pyrrolo[2,3-b]pyridin-1-yl)-2-((R)-3-methyl-piperazin-1-yl)-ethanone dihydrochloride salt